9-(1-((6-chloro-2-(1-methyl-1H-pyrazol-4-yl)pyridin-3-yl)amino)ethyl)-4,7-dimethyl-3-(1-methylpiperidin-4-yl)-3,4-dihydro-5H-pyrazolo[3,4-c]isoquinolin-5-one ClC1=CC=C(C(=N1)C=1C=NN(C1)C)NC(C)C=1C=2C3=C(N(C(C2C=C(C1)C)=O)C)N(N=C3)C3CCN(CC3)C